dimethylolfuranone [5-[2-[[(1R)-1-[2-(4,4-dimethyl-1-piperidyl)-3,6-dimethyl-4-oxo-chromen-8-yl]ethyl]amino]-6-fluoro-phenyl]-2-formyl-phenyl]trifluoromethanesulfonate CC1(CCN(CC1)C=1OC2=C(C=C(C=C2C(C1C)=O)C)[C@@H](C)NC1=C(C(=CC=C1)F)C=1C=CC(=C(C1)OS(=O)(=O)C(F)(F)F)C=O)C.C(O)C=1C(C(OC1)=O)CO